(6S,7S)-7-Cyclopropylmethyl-6-(2,6-difluoro-4-((1-pentylazetidin-3-yl)oxy)phenyl)-8-methyl-6,7,8,9-tetrahydro-3H-Pyrazolo[3,4-h]isochinolin C1(CC1)C[C@@H]1N(CC=2C3=C(C=CC2[C@H]1C1=C(C=C(C=C1F)OC1CN(C1)CCCCC)F)NN=C3)C